5-(morpholine-4-carbonyl)-4-phenylpyridin-2(1H)-one N1(CCOCC1)C(=O)C=1C(=CC(NC1)=O)C1=CC=CC=C1